N[C@H]1CN(CCC1)C1=NC2=C(N1CC1=CC=C(C#N)C=C1)C=C(C=C2)OC (R)-4-((2-(3-Aminopiperidin-1-yl)-6-methoxy-1H-benzo[d]imidazol-1-yl)methyl)benzonitril